1,2,3,4-tetrahydro-1,4-epoxynaphthalene-1-carboxylic acid C12(CCC(C3=CC=CC=C13)O2)C(=O)O